C(CC1=CC(O)=C(O)C=C1)(=O)O Homoprotocatechuic acid